NC1=NC=C(C=C1C(=O)N[C@@H]1[C@H](CCC1)OCC1=CC=C(C=C1)C=1C=CC=C2C=CNC12)C=1C=NN(C1)C 2-amino-N-[(1S,2S)-2-{[4-(1H-indol-7-yl)phenyl]methoxy}cyclopentyl]-5-(1-methyl-1H-pyrazol-4-yl)pyridine-3-carboxamide